2-methylpropanamide dihydrochloride Cl.Cl.CC(C(=O)N)C